N[C@H](C(=O)O)[C@H](CCCB(O)O)CN(C)C (2S,3R)-2-amino-6-dihydroxyboryl-3-((dimethylamino)methyl)hexanoic acid